CCC(C(=O)O)(C)O.FC1=CC=C(C=C1)[Si](O)(C1=CC=C(C=C1)F)C1=CC=C(C=C1)F tris(p-fluorophenyl)silanol methyl-2-hydroxyisobutyrate